N-(3-(2-aminoquinazolin-6-yl)-2,4-difluorophenyl)-4-methoxy-3-methylbenzenesulfonamide NC1=NC2=CC=C(C=C2C=N1)C=1C(=C(C=CC1F)NS(=O)(=O)C1=CC(=C(C=C1)OC)C)F